C(C)(C)C(C(NC(C=O)C)=O)NC(CCCC(NCCOCCC(=O)O)=O)=O 5-isopropyl-2-methyl-1,4,7,11-tetraoxo-15-oxa-3,6,12-triazaoctadecan-18-oic acid